(1r,3r)-3-(4-cyclopropylphenoxy)-N-((6-fluoroisoquinolin-5-yl)methyl)cyclobutane-1-amine hydrochloride Cl.C1(CC1)C1=CC=C(OC2CC(C2)NCC2=C3C=CN=CC3=CC=C2F)C=C1